(2R,5S)-2-Methyl-5-(2-oxo-oxazolidin-3-ylmethyl)-piperazine-1-carboxylic Acid Tert-butyl Ester, Acetate Salt C(C)(=O)O.C(C)(C)(C)OC(=O)N1[C@@H](CN[C@H](C1)CN1C(OCC1)=O)C